Methyl 6-{[(1-benzothiophen-3-yl)methyl]amino}pyridine-3-carboxylate S1C=C(C2=C1C=CC=C2)CNC2=CC=C(C=N2)C(=O)OC